C(C)OC(=O)C1=C(N=C(N1O)C1=C(C=CC=C1)Cl)C 4-methyl-2-(2-chlorophenyl)-1-hydroxy-1H-imidazole-5-carboxylic acid ethyl ester